(3-(1H-benzo[d]imidazol-2-yl)-1H-indazol-5-yl)(4-(2-chlorophenyl)piperazin-1-yl)methanone N1C(=NC2=C1C=CC=C2)C2=NNC1=CC=C(C=C21)C(=O)N2CCN(CC2)C2=C(C=CC=C2)Cl